ClC=1C=C2C=C(N=CC2=C(N1)Cl)NC(=O)C1C(C1)C=1C=NN(C1)CCOC N-(6,8-dichloro-2,7-naphthyridin-3-yl)-2-[1-(2-methoxyethyl)-1H-pyrazol-4-yl]Cyclopropane-1-carboxamide